C1(C(CCCCC1)O)(O)O cycloheptantriol